2-[4-(trifluoromethyl)phenyl]pyridine-4-carbonitrile FC(C1=CC=C(C=C1)C1=NC=CC(=C1)C#N)(F)F